FC(C1=CC=C(C=C1)C1=CN=CO1)(F)F 5-(4-(Trifluoromethyl)phenyl)oxazol